N(=[N+]=[N-])CC1=CC=C(OC2=CC=C(C=C2)C(CO)=O)C=C1 1-(4-(4-(azidomethyl)phenoxy)phenyl)-2-hydroxyethan-1-one